N-(o-{o-[(Chloromethyl)carbonylamino]phenoxy}phenyl)chloroacetamide ClCC(=O)NC1=C(OC2=C(C=CC=C2)NC(CCl)=O)C=CC=C1